4-(piperidine-1-sulfonyl)benzaldehyde N1(CCCCC1)S(=O)(=O)C1=CC=C(C=O)C=C1